N1(CCOCC1)C(=O)NC1=NC=CC(=C1)NC1=C(C=CC(=N1)N1CCN(CC1)C(=O)OC(C)(C)C)[N+](=O)[O-] tert-butyl 4-[6-({2-[(morpholine-4-carbonyl)amino]pyridin-4-yl}amino)-5-nitropyridin-2-yl]piperazine-1-carboxylate